C(C(C)C)NC(=O)N1CC(CC1)OC N-isobutyl-3-methoxypyrrolidine-1-carboxamide